ClC1=CC=C(C=C1)C=1N=C2N(C=CN=C2)C1NC=1C=C(C(=O)NCCN(C)C)C=CC1 3-[[2-(4-chlorophenyl)imidazo[1,2-a]pyrazin-3-yl]amino]-N-[2-(dimethylamino)ethyl]benzamide